ClC1=C(C(=CC=C1Cl)OCOCC[Si](C)(C)C)[C@H]1CC(N(C1)C1=C2N(N=C1)CCC2)=O |r| rac-4-(2,3-dichloro-6-((2-(trimethylsilyl)ethoxy)methoxy)phenyl)-1-(5,6-dihydro-4H-pyrrolo[1,2-b]pyrazol-3-yl)pyrrolidin-2-one